4H-phenyl-triazine C1(=CCCC=C1)C1=NN=NC=C1